C1(=CC=CC2=CC=CC=C12)N(C1=CC=CC=C1)C1(CC=C(C=C1)C=1C(=CC=CC1)C=1C(=CC=CC1)C1=CC=CC=C1)N(C1=CC=CC2=CC=CC=C12)C1=CC=CC=C1 4,4-Bis-(N-(1-naphthyl)-N-phenyl-amino)-quaterphenyl